Diisononyl Adipate C(CCCCC(=O)OCCCCCCC(C)C)(=O)OCCCCCCC(C)C